methyl 4-amino-3-chloro-5-fluoro-6-(7-fluoro-1H-indole-6-yl)pyridine-2-carboxylate NC1=C(C(=NC(=C1F)C1=CC=C2C=CNC2=C1F)C(=O)OC)Cl